6,7-difluoro-5-[4-fluoro-3-[4-[(4S)-4-methylchroman-4-yl]-1H-imidazol-2-yl]phenoxy]-N-methyl-1H-indole-4-carboxamide FC=1C(=C(C=2C=CNC2C1F)C(=O)NC)OC1=CC(=C(C=C1)F)C=1NC=C(N1)[C@]1(CCOC2=CC=CC=C12)C